N-[5-fluoro-2-(2,2,2-trifluoroethoxy)pyrimidin-4-yl]-6,6-dimethyl-5-{[(2S)-2,4,5,5-tetramethylpiperazin-1-yl]carbonyl}-1,4,5,6-tetrahydropyrrolo[3,4-c]pyrazol-3-amine FC=1C(=NC(=NC1)OCC(F)(F)F)NC=1C2=C(NN1)C(N(C2)C(=O)N2[C@H](CN(C(C2)(C)C)C)C)(C)C